1-[6-((E)-2-Aminomethyl-3-fluoro-allyloxy)-pyridine-3-sulfonyl]-4-methyl-piperidine-4-carboxylic acid (tetrahydropyran-4-yl)-amide trifluoroacetate FC(C(=O)O)(F)F.O1CCC(CC1)NC(=O)C1(CCN(CC1)S(=O)(=O)C=1C=NC(=CC1)OC\C(=C\F)\CN)C